CC12C(C(=O)OC1=O)CCCC2 2-methyltetrahydrophthalic anhydride